(dimethylamino) methylene-3-oxobutanoate C=C(C(=O)ON(C)C)C(C)=O